FC1=C2C(=CN=C1N1CC3(C1)CN(C3)C(C)C)NC(=C2C(C)C)C=2C(=C(C=3N(C2)N=CN3)C)C 6-(4-fluoro-3-isopropyl-5-(6-isopropyl-2,6-diazaspiro[3.3]hept-2-yl)-1H-pyrrolo[2,3-c]pyridin-2-yl)-7,8-dimethyl-[1,2,4]triazolo[1,5-a]pyridine